rac-2-(4,7-dichloro-6-(4-formylphenyl)-2H-indazol-2-yl)((R)-6-fluoro-6,7-dihydro-5H-pyrrolo[1,2-c]imidazol-1-yl)-N-(thiazol-2-yl)acetamide ClC=1C2=CN(N=C2C(=C(C1)C1=CC=C(C=C1)C=O)Cl)[C@@H](C(=O)NC=1SC=CN1)C1=C2N(C=N1)C[C@@H](C2)F |&1:19|